ClC1=CC(=CC2=C1OCC[C@@H](S2(=O)=O)F)C(=O)NCC2=NC=C1C=CC(=NC1=C2)C2=NC(=CC=C2)N2C[C@@H](O[C@@H](C2)C)C (R)-9-chloro-N-((2-(6-((2S,6R)-2,6-dimethylmorpholino)pyridin-2-yl)-1,6-naphthyridin-7-yl)methyl)-4-fluoro-3,4-dihydro-2H-benzo[b][1,4]oxathiepine-7-carboxamide 5,5-dioxide